O=C1C(=CC(C2=CC=CC=C12)=O)OC(=O)C=1SC=CC1 1,4-dioxo-1,4-dihydronaphthalen-2-ylthiophene-2-carboxylate